C[C@@H]1CCC(=C(C)C)[C@H]([C@]1(C)CC2=CNC3=CC=CC=C32)CCC(=O)O The molecule is a terpenoid indole alkaloid that is 1H-indole substituted by cyclohexylmethyl ring at position 3 which in turn is substituted by additional methyl groups at positions 2 and 3, a propan-2-ylidene group at position 6 and a 2-carboxyethyl group at position 1. Isolated from Greenwayodendron suaveolens, it exhibits antibacterial activity. It has a role as a metabolite and an antibacterial agent. It is a terpenoid indole alkaloid, a sesquiterpenoid and a monocarboxylic acid.